FC1(OC(C(C1(F)F)(F)F)(F)F)C(C(C(C(F)(F)F)(F)F)(F)F)(F)F perfluoro(2-n-butyltetrahydrofuran)